N,N,N-triethylethylammonium bromide [Br-].C(C)[N+](CC)(CC)CC